Cl.N=1N2C(=CC1C=1C=C(C(=NC1)N)C(F)(F)F)[C@@]1(CC2)CNCC1 5-[(3S)-5',6'-Dihydrospiro[pyrrolidine-3,4'-pyrrolo[1,2-b]pyrazol]-2'-yl]-3-(trifluoromethyl)pyridin-2-amine hydrogen chloride